ClC1=C(C2=CC=CC=C2C(=C1Cl)OC)OC(C(=C)C)=O 2,3-dichloro-4-methoxy-1-methacryloyloxynaphthalene